tert-butyl 4-chloro-5-(4,4,5,5-tetramethyl-1,3,2-dioxaborolan-2-yl)indoline-1-carboxylate ClC1=C2CCN(C2=CC=C1B1OC(C(O1)(C)C)(C)C)C(=O)OC(C)(C)C